NC1=C(C=CC=C1N)O 2,3-diaminophenol